Cl.ClC1=C(C=C(C=C1)C#N)C=1C=C2C(=NNC2=CC1)NC(=O)C1CNC2(CC1)CCCCC2 N-[5-(2-chloro-5-cyanophenyl)-1H-indazol-3-yl]-1-azaspiro[5.5]undecane-3-carboxamide hydrochloride